1-(3-(aminomethyl)phenyl)-N-(3-((cyclopropylmethoxy)(phenyl)methyl)phenyl)-3-(trifluoromethyl)-1H-pyrazole-5-carboxamide NCC=1C=C(C=CC1)N1N=C(C=C1C(=O)NC1=CC(=CC=C1)C(C1=CC=CC=C1)OCC1CC1)C(F)(F)F